dicyclopentadiene-4-amine isocyanate [N-]=C=O.C1=CC=C(C1)N.C1=CC=C(C1)N